tert-butyl 4-{8-chloro-[1,3]diazino[5,4-d]pyrimidin-2-yl}-1,2,3,6-tetrahydropyridine-1-carboxylate ClC1=NC=NC2=C1N=C(N=C2)C=2CCN(CC2)C(=O)OC(C)(C)C